4-fluoro-2-(Oxiran-2-ylmethoxy)benzaldehyde FC1=CC(=C(C=O)C=C1)OCC1OC1